7-cyclopentyl-2-(3,4,5,6-tetrahydro-2H-[1,2']bipyrazinyl-5'-ylamino)-7H-pyrrolo[2,3-d]pyrimidine-6-carboxylic acid C1(CCCC1)N1C(=CC2=C1N=C(N=C2)NC=2N=CC(=NC2)N2CCNCC2)C(=O)O